6,7-dichloro-3-((tetrahydro-2H-pyran-3-yl)methyl)-1,3,4,9-tetrahydro-[1,2,6]thiadiazino[4,3-g]indole 2,2-dioxide ClC=1C=2C(=CNC2C2=C(C1)CN(S(N2)(=O)=O)CC2COCCC2)Cl